C(CCCC)O[O] n-pentoxyOxygen